ClC=1C=C(C(=O)C2CN(C2)C(=O)OC(C)(C)C)C=CN1 tert-butyl 3-(2-chloroisonicotinoyl)azetidine-1-carboxylate